2-ethoxy-N-(2-((3-hydroxyoxetan-3-yl)methyl)-3-oxoisoindolin-4-yl)benzamide C(C)OC1=C(C(=O)NC2=C3C(N(CC3=CC=C2)CC2(COC2)O)=O)C=CC=C1